C(C)(C)(C)OC(=O)N1C2CN(CC1CC2)C=2C=NC(=CC2)NC2=NC=C(C(=N2)C2=CC1=C(N(N=C1C=C2)C)C(C)C)F 3-[6-[[5-fluoro-4-(3-isopropyl-2-methyl-2H-indazol-5-yl)pyrimidin-2-yl]amino]-3-pyridinyl]-3,8-diazabicyclo[3.2.1]octane-8-carboxylic acid tert-butyl ester